C(N)(OC1=NC(=C(C=C1C)N=NC1=C(C=CC=C1)O)N)=O methyl-(6-amino-5-((2-hydroxyphenyl) diazenyl) pyridin-2-yl) carbamate